4-(4-fluoro-2-methylphenyl)-2,7-dimethyloct-6-enal FC1=CC(=C(C=C1)C(CC(C=O)C)CC=C(C)C)C